C1(CCCCCCC1)OC(C(C(C(=O)OCC(=O)O)=C)OC)=O ((4-(cyclooctyloxy)-3-methoxy-2-methylene-4-oxobutanoyl)oxy)acetic Acid